cyclopropanen C1=CC1